COC1=CC=C(CC2(CC2)S(=O)(=O)N)C=C1 (4-methoxybenzyl)cyclopropanesulfonamide